OC(C(=O)O)CC=CCCCCCC=C 2-hydroxy-4,11-dodecadienoic acid